2,6-diethoxy-N-methyl-4-(2-methyl-1,3-dioxolan-2-yl)benzamide C(C)OC1=C(C(=O)NC)C(=CC(=C1)C1(OCCO1)C)OCC